methylbis(tert-pentoxy)silanol C[Si](O)(OC(C)(C)CC)OC(C)(C)CC